3-methoxy-4-[(3-{4-[(piperidin-4-yl)amino]-1-(2,2,2-trifluoroethyl)-1H-indol-2-yl}prop-2-yn-1-yl)amino]-benzamide COC=1C=C(C(=O)N)C=CC1NCC#CC=1N(C2=CC=CC(=C2C1)NC1CCNCC1)CC(F)(F)F